BrC=1C=CC(=NC1)C(C(F)(F)F)N1C(C2(CC1)CCN(CC2)C(=O)OC(C)(C)C)=O tert-Butyl 2-(1-(5-bromopyridin-2-yl)-2,2,2-trifluoroethyl)-1-oxo-2,8-diazaspiro[4.5]decane-8-carboxylate